(6-(1-(dimethylamino)ethyl)-5-(tetrahydro-2H-pyran-4-yl)pyridin-2-yl)carbamic acid tert-butyl ester C(C)(C)(C)OC(NC1=NC(=C(C=C1)C1CCOCC1)C(C)N(C)C)=O